FC=1C=C(C=CC1)N1CCN(CC1)CCCN1C(NC(C1=O)(C1=CC=CC=C1)C)=O 3-(3-(4-(3-Fluorophenyl)piperazin-1-yl)propyl)-5-methyl-5-phenylimidazolidine-2,4-dione